[3-(4-Chloro-5-cyano-6-thiophen-2-yl-pyrimidin-2-ylsulfanylmethyl)-phenyl]-acetic acid ClC1=NC(=NC(=C1C#N)C=1SC=CC1)SCC=1C=C(C=CC1)CC(=O)O